diallyl (2,2,2-trifluoroethyl)phosphonate FC(CP(OCC=C)(OCC=C)=O)(F)F